ClC=1C=C(C=2N(N1)C=C(N2)CC(C)C)N2CC1(CC1)C(C2)(F)F 6-chloro-8-(7,7-difluoro-5-azaspiro[2.4]heptan-5-yl)-2-isobutylimidazo[1,2-b]pyridazine